C(=O)O.C(=O)O.NC1CCN(CC1)C1=CC(=C(C(=N1)C1=CC(=NC=C1)C)C1=CC(=C(C=C1)OC)O)OCCCCCCC(=O)NO 7-((6-(4-Aminopiperidin-1-yl)-3-(3-hydroxy-4-methoxyphenyl)-2'-methyl-[2,4'-bipyridin]-4-yl)oxy)-N-hydroxyheptanamide diformate